2-(2,6-dichloro-4-pyridinyl)-2,2-difluoro-acetaldehyde ClC1=NC(=CC(=C1)C(C=O)(F)F)Cl